2-[4,7-bis(carboxymethyl)-1,4,7-triazonan-1-yl]acetic acid C(=O)(O)CN1CCN(CCN(CC1)CC(=O)O)CC(=O)O